2-(bromomethyl)-3-(trifluoromethyl)pyridine hydrobromide Br.BrCC1=NC=CC=C1C(F)(F)F